(S)-2,4-dimethyl-1-((2'-methyl-5-(trifluoromethyl)-[3,4'-bipyridin]-6-yl)oxy)pentan-2-amine C[C@@](COC1=C(C=C(C=N1)C1=CC(=NC=C1)C)C(F)(F)F)(CC(C)C)N